1-(5-(((tetrahydro-2H-pyran-4-yl)oxy)methyl)pyrimidin-2-yl)piperidin O1CCC(CC1)OCC=1C=NC(=NC1)N1CCCCC1